(S)-N-(3-chloro-2-fluorophenyl)-N-(difluoromethyl)-7-(1-methyl-1H-pyrazol-4-yl)-6-(1-(pyrimidin-2-yl)ethoxy)quinazolin-4-amine ClC=1C(=C(C=CC1)N(C1=NC=NC2=CC(=C(C=C12)O[C@@H](C)C1=NC=CC=N1)C=1C=NN(C1)C)C(F)F)F